ClCC(C(C(=O)[O-])=COCC)=O 4-chloro-2-(ethoxymethylene)-3-oxobutanoate